C1(OC=CC2=CC=CC=C12)=O 1H-Isochromen-1-on